9-((2-(pyrrolidin-1-yl)ethyl)amino)benzo[lmn][3,8]phenanthroline-1,3,6,8(2H,7H)-tetraone N1(CCCC1)CCNC=1C=C2C(NC(C=3C=CC=4C(NC(C1C4C23)=O)=O)=O)=O